C(C1=CC=CC=C1)N1C(C(OC(C1CO[Si](C1=CC=CC=C1)(C1=CC=CC=C1)C(C)(C)C)C)(F)F)([2H])[2H] 4-benzyl-5-(((tert-butyldiphenylsilyl)oxy)methyl)-2,2-difluoro-6-methylmorpholine-3,3-d2